FC(C(=O)NC12CCC(CC1)(C2)O)(F)C=2C=C(C(=O)NC1=CC(=C(C=C1)F)C)C=CC2F 3-(1,1-difluoro-2-((4-hydroxybicyclo[2.2.1]heptan-1-yl)amino)-2-oxoethyl)-4-fluoro-N-(4-fluoro-3-methylphenyl)benzamide